Cl.O1[C@H](COC2=C1C=CC=C2)CN2C[C@H](CCC2)C=2C=C(C=CC2)O (R)-3-{1-[(S)-1-(2,3-Dihydrobenzo[1,4]dioxin-2-yl)methyl]piperidin-3-yl}phenol hydrochloride